zinc-copper-gold [Au].[Cu].[Zn]